(E)-N-(4-(4-chloroanilino)-3-cyano-7-ethoxyquinolin-6-yl)phenylpropenamide ClC1=CC=C(NC2=C(C=NC3=CC(=C(C=C23)NC(C(=C)C2=CC=CC=C2)=O)OCC)C#N)C=C1